1,2-bis(4-hydroxyphenyl)-2-propanol OC1=CC=C(C=C1)CC(C)(O)C1=CC=C(C=C1)O